3-(7-bromo-3-oxo-[1,2,4]triazolo[4,3-a]pyridin-2(3H)-yl)piperidine-2,6-dione BrC1=CC=2N(C=C1)C(N(N2)C2C(NC(CC2)=O)=O)=O